FC1=C(C(=CC=C1)C1=NC=CC=C1F)C=O (2-fluoro-6-(3-fluoropyridin-2-yl)phenyl)methanone